C1=CC(=CC=C1N)S(=O)(=O)C2=CC=C(C=C2)N 4,4'-sulfonyldiphenylamine